methyltris(N-methylbenzoylamino)silane C[Si](N(C)C(C1=CC=CC=C1)=O)(N(C)C(C1=CC=CC=C1)=O)N(C)C(C1=CC=CC=C1)=O